tert-butyl-9-(2-((tetrahydro-2H-pyran-2-yl)oxy)-3-(4,4,5,5-tetramethyl-1,3,2-dioxaborolan-2-yl)-5-(2,4,4-trimethylpentan-2-yl)phenyl)-9H-carbazole C(C)(C)(C)C1=CC=CC=2C3=CC=CC=C3N(C12)C1=C(C(=CC(=C1)C(C)(CC(C)(C)C)C)B1OC(C(O1)(C)C)(C)C)OC1OCCCC1